octapropylsilanetetramine C(CC)N([Si](N(CCC)CCC)(N(CCC)CCC)N(CCC)CCC)CCC